NC=1C=C2CN(CC2=CC1)C(=O)OC(C)(C)C 5-amino-2-N-t-butoxycarbonyl-isoindoline